C[C@]12CC[C@H]([C@@H](CCC(C(C)C)=C)C)[C@]2(CCC=2[C@]3(CC[C@@H](CC3[C@H](CC12)O)O)C)C 14α-methyl-ergosta-8,24(28)-dien-3β,6α-diol